3-p-tolyl-1,4,8-triazaspiro[4.5]decan-1,3-diene-8-carboxylate C1(=CC=C(C=C1)C=1C=NC2(N1)CCN(CC2)C(=O)[O-])C